2-((4-(pyrrolidin-3-ylamino)pyridin-2-yl)amino)benzo[d]thiazole-6-carbonitrile N1CC(CC1)NC1=CC(=NC=C1)NC=1SC2=C(N1)C=CC(=C2)C#N